methyl propynyl ether C(#CC)OC